(S)-3-cyano-N-(1-(1-(5-((dimethyl(oxo)-λ6-sulfaneylidene)amino)pyridin-2-yl)-1H-1,2,4-triazol-5-yl)ethyl)-5-(trifluoromethyl)benzamide C(#N)C=1C=C(C(=O)N[C@@H](C)C2=NC=NN2C2=NC=C(C=C2)N=S(=O)(C)C)C=C(C1)C(F)(F)F